(R)-2-(3-((tert-butoxycarbonyl)amino)propyl)-4-methyl-4-nitropentanoic Acid C(C)(C)(C)OC(=O)NCCC[C@@H](C(=O)O)CC(C)([N+](=O)[O-])C